3-[(tert-butyldimethylsilyl)oxy]-6-chloro-1-methylpyrazolo[3,4-b]pyridine [Si](C)(C)(C(C)(C)C)OC1=NN(C2=NC(=CC=C21)Cl)C